OCC(C)(C)NC1=NC(=C(C(=O)NC2=NC(=CC=C2)N2CC(CC2)OC)C=C1)N1CCC2(CC2)CC1 6-((1-hydroxy-2-methylpropan-2-yl)amino)-N-(6-(3-methoxypyrrolidin-1-yl)pyridin-2-yl)-2-(6-azaspiro[2.5]octan-6-yl)nicotinamide